C(C)(CC)SSC=1NC=CN1 2-(sec-butyldithio)-1H-imidazole